CC=1N(C=CN1)C1(CO)CC(=CC(=C1)N1C(=NC=C1)C)N1C(=NC=C1)C 1,3,5-tris(2-methyl-1H-imidazolyl)benzyl alcohol